tert-Butyl (2-chloro-6-(1-formylcyclopropyl)-7-methylthieno[3,2-d]pyrimidin-4-yl)(furan-2-ylmethyl)carbamate ClC=1N=C(C2=C(N1)C(=C(S2)C2(CC2)C=O)C)N(C(OC(C)(C)C)=O)CC=2OC=CC2